COC1=CC=CC=2C=3N(C(=NC12)N)N=C(C3)CC3=CC=C(C=C3)N3CCN(CC3)C 7-methoxy-2-(4-(4-methylpiperazin-1-yl)benzyl)pyrazolo[1,5-c]quinazolin-5-amine